FC1=CC(=C(C=C1)O)C1=NC=NN1C(C)C 4-fluoro-2-[1-(propan-2-yl)-1H-1,2,4-triazol-5-yl]phenol